(1r,2s)-2-(3-amino-1H-indazol-6-yl)-5'-methoxyspiro[cyclopropane-1,3'-indoline] NC1=NNC2=CC(=CC=C12)[C@@H]1C[C@@]12CNC1=CC=C(C=C21)OC